4-cyclopropyl-N-(8-(morpholinosulfonyl)-2,3-dihydrobenzo[b][1,4]dioxin-5-yl)-3-(trifluoromethyl)-1H-pyrrolo[2,3-b]pyridin-6-amine C1(CC1)C1=C2C(=NC(=C1)NC1=CC=C(C=3OCCOC31)S(=O)(=O)N3CCOCC3)NC=C2C(F)(F)F